2-(2-(dimethylamino)-2-oxoethyl)-N-(quinolin-8-yl)-1-naphthamide CN(C(CC1=C(C2=CC=CC=C2C=C1)C(=O)NC=1C=CC=C2C=CC=NC12)=O)C